The molecule is an aminobenzoate that results from the removal of a proton from the carboxylic acid group of 3-methoxyanthranilic acid. It has a role as a mammalian metabolite. It derives from an anthranilate. It is a conjugate base of a 3-methoxyanthranilic acid. COC1=CC=CC(=C1N)C(=O)[O-]